(dimethylamino)methyl-7-hydroxy-2H-1-benzopyran-2-one CN(C)CC=1C(OC2=C(C1)C=CC(=C2)O)=O